C(C=C)N1C(N(C2=C1C=CC(=C2)S(=O)(=O)NC2(CC2)C)C)=O 1-allyl-3-methyl-N-(1-methylcyclopropyl)-2-oxo-benzimidazole-5-sulfonamide